(2R,4S,5R,6R)-6-((1R,2R)-3-(2-(4-chlorophenyl)acetamido)-1,2-dihydroxypropyl)-5-(3-cyclopropylureido)-4-hydroxy-2-((6-(prop-2-yn-1-yloxy)hexyl)oxy)tetrahydro-2H-pyran-2-carboxylic acid ClC1=CC=C(C=C1)CC(=O)NC[C@H]([C@@H](O)[C@H]1[C@@H]([C@H](C[C@@](O1)(C(=O)O)OCCCCCCOCC#C)O)NC(=O)NC1CC1)O